C(C)(C)(C)OC(N[C@H]1CS(C2=C(N(C1=O)CC1=CC=C(C=C1)OC(C)C)C=C(C(=C2)F)Br)(=O)=O)=O.BrC=2C=C(N)C=CC2OC(F)F 3-Bromo-4-(difluoromethoxy)aniline tert-butyl-N-[(3R)-7-bromo-8-fluoro-5-[(4-isopropoxyphenyl)methyl]-1,1,4-trioxo-2,3-dihydro-1λ6,5-benzothiazepin-3-yl]carbamate